Cl.CC=1C=C(OC2CC(C2)N)C=CC1C (1r,3r)-3-(3,4-dimethylphenoxy)cyclobutane-1-amine hydrochloride